CC=1C=C(OC2=C(C(=O)N)C=C(C=C2)C)C=CC1 2-(3-methylphenoxy)-5-methylbenzamide